BrC1=CC2=CN(N=C2C=C1)CCO 2-(5-bromo-2H-indazol-2-yl)ethan-1-ol